Boc-1-aminomethyl-cyclohexaneacetic acid C(=O)(OC(C)(C)C)C1C(CCCC1)(CC(=O)O)CN